O1CCOC12CCC(CC2)N2CCC(CC2)N2C(N(C1=C2C=CC(=C1)F)CC1=NC=C(C=C1)C=1OC(=NN1)C(F)F)=O 1-(1-(1,4-dioxaspiro[4.5]decane-8-yl)piperidine-4-yl)-3-((5-(5-(difluoromethyl)-1,3,4-oxadiazole-2-yl)pyridine-2-yl)methyl)-5-fluoro-1,3-dihydro-2H-benzo[d]imidazole-2-one